6-amino-N-butyl-N-methyl-8-oxo-2-(propylsulfonylimino)-9-(p-tolylmethyl)purine-7-carboxamide NC1=C2N(C(N(C2=NC(N1)=NS(=O)(=O)CCC)CC1=CC=C(C=C1)C)=O)C(=O)N(C)CCCC